3-(tert-Butoxycarbonylamino)-6-(1-cyanopent-4-enyl)-5-(trifluoromethyl)pyridine-2-carboxylic acid C(C)(C)(C)OC(=O)NC=1C(=NC(=C(C1)C(F)(F)F)C(CCC=C)C#N)C(=O)O